((2,2-dimethyl-3-(trityloxy)propionyl)thio)triethylammonium ethylphosphonate C(C)P([O-])([O-])=O.CC(C(=O)S[N+](CC)(CC)CC)(COC(C1=CC=CC=C1)(C1=CC=CC=C1)C1=CC=CC=C1)C.CC(C(=O)S[N+](CC)(CC)CC)(COC(C1=CC=CC=C1)(C1=CC=CC=C1)C1=CC=CC=C1)C